2,2-dichloro-3-(4-fluoro-3-trifluoromethylphenyl)cyclopropanecarboxylic acid ClC1(C(C1C1=CC(=C(C=C1)F)C(F)(F)F)C(=O)O)Cl